6-[bis(3-methylbut-2-en-1-yl)amino]-5-(trifluoromethyl)naphthalene-2-carbaldehyde CC(=CCN(C=1C(=C2C=CC(=CC2=CC1)C=O)C(F)(F)F)CC=C(C)C)C